C(C)(C)C1=C(C(=CC=C1N)OC)C1=CC=CC=C1 isopropyl-6-methoxy-[1,1'-biphenyl]-3-amine